N1=CC=C(C=C1)C=1SC(=C2C1OCCN2)C(=O)N 7-(pyridin-4-yl)-3,4-dihydro-2H-thieno[3,4-b][1,4]oxazine-5-carboxamide